Cl.N1C[C@H](CC1)N1C(N(C=2C1=NC=CC2)C2=CC=C(C=C2)C2=C(C=CC=C2)C(F)(F)F)=O (S)-3-(pyrrolidin-3-yl)-1-(2'-(trifluoromethyl)-[1,1'-biphenyl]-4-yl)-1,3-dihydro-2H-imidazo[4,5-b]pyridin-2-one hydrochloride